(S)-2-((S)-4,4-difluoro-3-(6-oxo-1,6-dihydropyridin-3-yl)piperidin-1-yl)-N-(5-((5-fluoropyridin-2-yl)oxy)pyridin-2-yl)propanamide FC1([C@H](CN(CC1)[C@H](C(=O)NC1=NC=C(C=C1)OC1=NC=C(C=C1)F)C)C1=CNC(C=C1)=O)F